BrC1=C(C=CC(=C1)O)S(=O)(=O)N 2-bromo-4-hydroxybenzenesulfonamide